CC1(OB(OC1(C)C)C1=CC=C(C=C1)[C@@H](C)O)C |r| (±)-1-(4-(4,4,5,5-tetramethyl-1,3,2-dioxaborolan-2-yl)phenyl)ethan-1-ol